C(=C)OC(=O)[C@H](C)C1=CC=C(CC(C)C)C=C1 |r| racemic-ibuprofen vinyl ester